amino-2-(3'-aminophenyl)benzimidazole 6,6-difluoro-3-(4-(1-(2-fluoro-4-nitrophenyl)-1H-pyrazol-4-yl)-6-methylpyrimidin-2-yl)-3-azabicyclo[3.1.0]hexanecaprylyl-caprylate caprate OC(=O)CCCCCCCCC.FC1(C2CN(CC12CCCCCCCC(=O)OC(CCCCCCC)=O)C1=NC(=CC(=N1)C=1C=NN(C1)C1=C(C=C(C=C1)[N+](=O)[O-])F)C)F.NC1=CC=CC=2N=C(NC21)C2=CC(=CC=C2)N